FC=1C=C2C(=CNC2=CC1)C=1C=C(OC1)C(C(=O)O)CCC=O (4-(5-fluoro-1H-indol-3-yl)furan-2-yl)-5-oxopentanoic acid